4-hydroxy-2-naphthoic acid OC1=CC(=CC2=CC=CC=C12)C(=O)O